[1,3-bis-(2,4,6-trimethylphenyl)-2-imidazolidinylidene]dichloro(phenylmethylene)(tricyclohexylphosphino)ruthenium CC1=C(C(=CC(=C1)C)C)N1C(N(CC1)C1=C(C=C(C=C1C)C)C)=[Ru](P(C1CCCCC1)(C1CCCCC1)C1CCCCC1)(=CC1=CC=CC=C1)(Cl)Cl